BrC1=C(C=C(CNC2CN(CCC2)C=2N=NC(=CC2)C2=C(C=CC=C2)OC)C=C1)F N-(4-bromo-3-fluorobenzyl)-1-(6-(2-methoxyphenyl)pyridazin-3-yl)piperidin-3-amine